C(CC(=C)C)NCC=1C(NC(N([C@H]2[C@H](O)[C@H](O)[C@@H](CO)O2)C1)=S)=O 5-(isopentenylaminomethyl)2-thiouridine